2-methyl-4-(4,4,5,5-tetramethyl-1,3,2-dioxaborolan-2-yl)pyridine CC1=NC=CC(=C1)B1OC(C(O1)(C)C)(C)C